ClC1=C(CNC(=O)[C@]2(C=3C=CC=NC3[C@H](CC2)O)F)C(=CC(=C1)Cl)C (5s,8s)-N-(2,4-dichloro-6-methylbenzyl)-5-fluoro-8-hydroxy-5,6,7,8-tetrahydroquinoline-5-carboxamide